CC1C2C=CC2C(C1)C 2,4-dimethylbicyclo[3.2.0]hept-6-ene